[3-[[6-(4-hydroxyphenyl)-1-tetrahydropyran-2-yl-indazol-4-yl]oxymethyl]cyclobutyl]carbamate OC1=CC=C(C=C1)C1=CC(=C2C=NN(C2=C1)C1OCCCC1)OCC1CC(C1)NC([O-])=O